Cl.Cl.Cl.ClC=1C=CC2=C(CCC=3C(=NC=CC3)C2=C2CCN(CC2)[C@H]2C[C@H](NC2)C(=O)O)C1 (2S,4S)-4-(4-(8-chloro-5,6-dihydro-11H-benzo[5,6]cyclohepta[1,2-b]pyridin-11-ylidene)piperidin-1-yl)pyrrolidine-2-carboxylic acid trihydrochloride salt